C(\C=C\C1=CC=C(C=C1)O)(=O)SCCNC(CCNC([C@@H](C(COP(OP(OC[C@@H]1[C@H]([C@H]([C@@H](O1)N1C=NC=2C(N)=NC=NC12)O)OP(=O)(O)O)(=O)O)(=O)O)(C)C)O)=O)=O Coumaryl-CoA